(R)-2-((5-(2-(6-((2,2-dimethoxyethyl)amino)-2-methylhex-3-yl)-2,6-diazaspiro[3.4]oct-6-yl)-1,2,4-triazin-6-yl)oxy)-N-ethyl-5-fluoro-N-isopropylbenzamide COC(CNCCC[C@H](C(C)C)N1CC2(C1)CN(CC2)C=2N=CN=NC2OC2=C(C(=O)N(C(C)C)CC)C=C(C=C2)F)OC